ClC=1N=C(C2=C(N1)C(=CS2)N(S(=O)(=O)C)C[2H])N2[C@@H](COCC2)C (R)-N-(2-chloro-4-(3-methylmorpholinyl)thieno[3,2-d]pyrimidin-7-yl)-N-deuteromethyl-Methylsulfonamide